NC=1C(=NNC1)CN1N=CC2=C(C1=O)N(C1=C2SC(=N1)CC1=NNC=C1F)C 6-((4-amino-1H-pyrazol-3-yl)methyl)-2-((4-fluoro-1H-pyrazol-3-yl)methyl)-4-methyl-4H-thiazolo[5',4':4,5]pyrrolo[2,3-d]pyridazin-5(6H)-one